SCC(SCCS)CSCCS 4-mercaptomethyl-3,6-dithia-1,8-octanedithiol